1,4,7,10,13,16-hexaoxacyclooctadecane-2-methanol O1C(COCCOCCOCCOCCOCC1)CO